8-benzyl-2-{[(1S)-1-(5-chloro-1H-benzoimidazol-2-yl)ethyl]amino}pyrido[2,3-d]pyrimidin-7(8H)-one C(C1=CC=CC=C1)N1C(C=CC2=C1N=C(N=C2)N[C@@H](C)C2=NC1=C(N2)C=CC(=C1)Cl)=O